di-m-tolyl methyl phosphate P(=O)(OC=1C=C(C=CC1)C)(OC=1C=C(C=CC1)C)OC